4-[(3R)-3-methylmorpholin-4-yl]-6-[2-(1-methylpyrazol-4-yl)pyrrolidin-1-yl]-1H-pyridin-2-one C[C@H]1N(CCOC1)C1=CC(NC(=C1)N1C(CCC1)C=1C=NN(C1)C)=O